FC1([C@@H]([C@H](CCC1)O[C@@H]1[C@@H](CN(CC1)C(C)C)F)NC(CC1=C(C(=NC=C1)C1=CC(=CC(=C1)F)F)OC(F)(F)F)=O)F N-((1R,6S)-2,2-difluoro-6-(((3R,4S)-3-fluoro-1-isopropylpiperidin-4-yl)oxy)cyclohexyl)-2-(2-(3,5-difluorophenyl)-3-(trifluoromethoxy)pyridin-4-yl)acetamide